NC1=NC=CC(=C1C=1CN(CC1)C)OC1=C(C=C(C=C1)NC(=O)C=1C=NN(C1C(F)(F)F)C1=NC=CC=C1F)F N-(4-((2-amino-3-(1-methyl-2,5-dihydro-1H-pyrrol-3-yl)pyridin-4-yl)oxy)-3-fluorophenyl)-1-(3-fluoropyridin-2-yl)-5-(trifluoromethyl)-1H-pyrazole-4-carboxamide